ClC=1C=C(NC2(CCC3(C(=CC4=CC=CC=C34)C3CC3)CC2)C(=O)O)C=CC1 (1r,4r)-4-(3-Chloroanilino)-2'-cyclopropylspiro[cyclohexane-1,1'-indene]-4-carboxylic acid